4-allyl-4-(4-methoxy-3-methylphenyl)cyclohexanecarboxylic acid ethyl ester C(C)OC(=O)C1CCC(CC1)(C1=CC(=C(C=C1)OC)C)CC=C